1-[2-(aminoxy)ethyl]-thymine O(N)CCN1C(=O)NC(=O)C(C)=C1